2-methyl (2S,4S)-4-hydroxy-4-(trichloromethyl)pyrrolidine-1,2-dicarboxylate O[C@]1(C[C@H](N(C1)C(=O)[O-])C(=O)OC)C(Cl)(Cl)Cl